5-Bromo-2-(cyclopentyloxymethyl)pyrimidine BrC=1C=NC(=NC1)COC1CCCC1